FC1=CC=C(C=C1)C1=C(N=C(S1)S(=O)C)C(=O)NC1=CC=C(OC2=CC(=NC=C2)C(=O)O)C=C1 4-(4-{[5-(4-Fluoro-phenyl)-2-methylsulfinyl-thiazole-4-carbonyl]-amino}-phenoxy)-pyridine-2-carboxylic acid